NC1=NC2=C(N1CC1=CC=C(C=C1)S(N)(=O)=O)C(=CC(=C2)C(=O)N)OC 2-amino-7-methoxy-1-(4-sulfamoyl-benzyl)-1H-benzo[d]imidazole-5-carboxamide